C(\C=C(/C)\CCC=C(C)C)N1C(CCCCC1)=O 1-geranylazacycloheptan-2-one